CC=1C=CC=2NC3=CC=CC(=C3C2C1)C 3,5-dimethyl-carbazole